C[C@@H]1N(CC[C@]2(C1)OCCC1=C2C=C(S1)C(F)(F)F)CC=1N=NN(C1)CCS(=O)(=O)C (2'S,4R)-2'-methyl-1'-[[1-(2-methylsulfonylethyl)triazol-4-yl]methyl]-2-(trifluoromethyl)spiro[6,7-dihydrothieno[3,2-c]pyran-4,4'-piperidine]